CN(CC(=O)N[C@@H](C)C(=O)O)C1=CC=C2C(=CC(OC2=C1)=O)C1=C(C=CC=C1)C N-methyl-N-(2-oxo-4-(o-tolyl)-2H-chromen-7-yl)glycyl-L-alanine